8-chloro-7-{(4-methoxybenzyl)oxy}chroman-4-amine ClC=1C(=CC=C2C(CCOC12)N)OCC1=CC=C(C=C1)OC